C(C1=CC=CC=C1)(=O)O[C@H](C)C=1N=C(C2=CC(=NC=C2C1)Cl)NC(C)C (R)-1-(7-chloro-1-(isopropylamino)-2,6-naphthyridin-3-yl)ethyl benzoate